3-(4-Fluorobenzyl)-N-(3-methylpiperidin-4-yl)-6-(trifluoromethyl)pyrazin-2-amine FC1=CC=C(CC=2C(=NC(=CN2)C(F)(F)F)NC2C(CNCC2)C)C=C1